indan-4-yl-1H-pyrazolo[3,4-b]pyridin-6-amine C1CCC2=C(C=CC=C12)N1N=CC=2C1=NC(=CC2)N